N1=C(C=CC=2C=C3C(=NC12)C=CC=C3)CC(=O)O Benzo[b][1,8]naphthyridineacetic acid